C(#CC)C=1C=C(C(C(=O)O)=CC1)C(=O)O 4-(1-propynyl)phthalic acid